1-(4-Methoxyphenyl)-2-phenylethandione COC1=CC=C(C=C1)C(C(=O)C1=CC=CC=C1)=O